C(C)(C)(C)OC(=O)N[C@H](C(=O)OC)CC1=C(C=C(C=C1C)C(NC)=O)C Methyl (S)-2-((tert-butoxycarbonyl)amino)-3-(2,6-dimethyl-4-(methylcarbamoyl)phenyl)propanoate